1,6-dibromo-3-methylcyclohexanecarboxylic acid BrC1(CC(CCC1Br)C)C(=O)O